(2S)-3,3-bis(1H-indol-3-yl)propane-1,2-diol N1C=C(C2=CC=CC=C12)C([C@@H](CO)O)C1=CNC2=CC=CC=C12